6-allyl-2-amino-5,6,7,8-tetrahydro-4H-thiazolo[4,5-d]azepine dihydrochloride Cl.Cl.C(C=C)N1CCC2=C(CC1)SC(=N2)N